2-(4-fluoro-1-cyclopropylpiperidin-4-yl)-6-(8-fluoro-2-methylimidazo[1,2-a]pyridin-6-yl)quinazolin-4(3H)-one FC1(CCN(CC1)C1CC1)C1=NC2=CC=C(C=C2C(N1)=O)C=1C=C(C=2N(C1)C=C(N2)C)F